C(C)(=O)OCC=1C(=NC=CC1C=1C=NC(=C(C1)NC1=NC(=NC=C1)C)OC)N1C(C2=CC=3CC(CC3N2CC1)(C)C)=O (2-{4,4-Dimethyl-9-oxo-1,10-diazatricyclo[6.4.0.02,6]dodeca-2(6),7-dien-10-yl}-4-{6-methoxy-5-[(2-methylpyrimidin-4-yl)amino]pyridin-3-yl}pyridin-3-yl)methyl Acetate